SC=1C(C(C2=CC=C3C=CC=C4C=CC1C2=C43)=C)[Si](Cl)(Cl)Cl mercapto-trichlorosilyl-methylenepyrene